O1[C@H](CNCCC1)C1=NC=2C(=NC=CC2C2CCN(CC2)C(=O)C2=CC=C(C=C2)OC(F)(F)F)N1 |r| (rac)-[4-[2-(1,4-oxazepan-2-yl)-3H-imidazo[4,5-b]pyridin-7-yl]-1-piperidyl]-[4-(trifluoromethoxy)phenyl]methanone